BrC1=C(C(=O)OC)C=C(C(=C1)Cl)C#N methyl 2-bromo-4-chloro-5-cyanobenzoate